C1(CC1)CNC1=NC=2N(C=C1)N=CC2C(=O)NC=2C(=NN(C2)C2CCC(CC2)C=O)C(=C)C 5-(Cyclopropylmethylamino)-N-[1-(4-formylcyclohexyl)-3-isopropenyl-pyrazol-4-yl]pyrazolo[1,5-a]pyrimidine-3-carboxamide